ClCC1=CC=C(C=C1)C1=CN=C(S1)C 5-(4-(chloromethyl)phenyl)-2-methyl-1,3-thiazole